COC(=O)[C@@H]1OC[C@@H]([C@H]1O)F.F[C@@H]1[C@@H](OC[C@H]1O)C(=O)OC methyl (2S,3S,4R)-3-fluoro-4-hydroxytetrahydrofuran-2-carboxylate methyl-(2R,3S,4S)-4-fluoro-3-hydroxytetrahydrofuran-2-carboxylate